BrC=1C=NC(=NC1)C#CC 5-bromo-2-(prop-1-yn-1-yl)pyrimidine